C(C)(C)(C)OC(=O)N1CCN(CC1)C1CCC(CC1)O 4-((1r,4r)-4-hydroxycyclohexyl)piperazine-1-carboxylic acid tert-butyl ester